5-((1-((4-Bromophenyl)sulfonyl)-4-((1,1-dioxidotetrahydrothiophen-2-yl)methyl)-6-fluoro-1H-indol-5-yl)oxy)-2-fluorobenzonitrile BrC1=CC=C(C=C1)S(=O)(=O)N1C=CC2=C(C(=C(C=C12)F)OC=1C=CC(=C(C#N)C1)F)CC1S(CCC1)(=O)=O